O1C(=CC2=C1C=CC=C2)C(=O)C(C#N)C(O)C2=CC=C(C=C2)C(F)(F)F 2-(benzofuran-2-carbonyl)-3-(4-trifluoromethylphenyl)-3-hydroxypropionitrile